(7R,14S)-1-(difluoromethoxy)-12-(4-hydroxycyclohex-1-en-1-yl)-6-methyl-6,7-dihydro-7,14-methanobenzo[c]pyrido[1',2':1,5]pyrazolo[4,3-f]azocin-5(14H)-one FC(OC1=CC=CC=2C(N([C@H]3C=4C([C@@H](C21)C3)=C3N(N4)C=CC(=C3)C3=CCC(CC3)O)C)=O)F